N-(2-(iso-hexoxy)ethyl)-3-morpholinopropan-1-amine C(CCC(C)C)OCCNCCCN1CCOCC1